1-(3-(4-amino-7-propionyl-3-(pyrazolo[1,5-a]pyridin-6-ylethynyl)-1H-pyrazolo[4,3-c]pyridin-1-yl)pyrrolidin-1-yl)prop-2-en-1-one NC1=NC=C(C2=C1C(=NN2C2CN(CC2)C(C=C)=O)C#CC=2C=CC=1N(C2)N=CC1)C(CC)=O